N-(3-((1s,3s)-3-(cyanomethyl)-1-(4-methyl-4H-1,2,4-triazol-3-yl)cyclobutyl)phenyl)-4-((cyclopentylamino)methyl)-7,7-dimethyl-6,7-dihydro-5H-cyclopenta[b]pyridine-2-carboxamide C(#N)CC1CC(C1)(C1=NN=CN1C)C=1C=C(C=CC1)NC(=O)C1=CC(=C2C(=N1)C(CC2)(C)C)CNC2CCCC2